1,2-dioleyloxy-3-dimethylaminopropan C(CCCCCCC\C=C/CCCCCCCC)OCC(CN(C)C)OCCCCCCCC\C=C/CCCCCCCC